2-acetamido-N-[(1r,3s)-3-{[6-methyl-2-(trifluoromethyl)quinolin-4-yl]amino}cyclohexyl]pyridine-4-carboxamide C(C)(=O)NC1=NC=CC(=C1)C(=O)N[C@H]1C[C@H](CCC1)NC1=CC(=NC2=CC=C(C=C12)C)C(F)(F)F